C(C)N1C[C@@](C(CC1)F)(C)CO ((3S)-1-ethyl-4-fluoro-3-methylpiperidin-3-yl)methanol